CC1(CN(CCO1)C(=O)C=1NC2=CC=C(C=C2C1)NC1=NC=CC(=N1)C1=C(N=C(S1)NC)C)C (2,2-dimethylmorpholinyl)(5-((4-(4-methyl-2-(methylamino)thiazol-5-yl)pyrimidin-2-yl)amino)-1H-indol-2-yl)methanone